N-((S)-2-cyano-1-(4-(ethylsulfonyl)phenyl)ethyl)-4-((2S,4S)-2-(hydroxymethyl)-4-(4-(trifluoromethyl)phenoxy)pyrrolidin-1-yl)benzamide C(#N)C[C@@H](C1=CC=C(C=C1)S(=O)(=O)CC)NC(C1=CC=C(C=C1)N1[C@@H](C[C@@H](C1)OC1=CC=C(C=C1)C(F)(F)F)CO)=O